5-amino-1-(1-cyclopropylethyl)-N-[3-(7-{[(3S,4R)-3-fluoro-1-methylpiperidin-4-yl]amino}-3-(2,2,2-trifluoroethyl)pyrazolo[1,5-a]pyridin-2-yl)prop-2-yn-1-yl]-1H-pyrazole-4-carboxamide NC1=C(C=NN1C(C)C1CC1)C(=O)NCC#CC1=NN2C(C=CC=C2N[C@H]2[C@H](CN(CC2)C)F)=C1CC(F)(F)F